C(C)(C)(C)OC(=O)N1CCN(CCC1)C1=NC=C(C(=N1)OCC)C(NC=1C=C(C=2N(C1)C=C(N2)C)F)=O 4-(4-ethoxy-5-((8-fluoro-2-methylimidazo[1,2-a]pyridin-6-yl)carbamoyl)pyrimidin-2-yl)-1,4-diazacycloheptane-1-carboxylic acid tert-butyl ester